BrC=1C(=C(C=CC1)NC(=O)C=1N(C2=C(CN(CC2)C)N1)C)Cl N-(3-bromo-2-chlorophenyl)-1,5-dimethyl-4,5,6,7-tetrahydro-1H-imidazo[4,5-c]pyridine-2-formamide